C[C@@H]1COCCN1C1=CC(=C2C(=N1)C(=NS2)C2=CC=NN2)C2(CCCC2)C(=O)OC methyl (R)-1-(5-(3-methylmorpholino)-3-(1H-pyrazol-5-yl)isothiazolo[4,5-b]pyridin-7-yl)cyclopentane-1-carboxylate